NC1=NC2=CC(=CC=C2C=C1Cl)CN(C(=O)C=1C=NC(=NC1)C1CC1)C1=C(C=C(C=C1)F)S(=O)(=O)C N-[(2-amino-3-chloroquinolin-7-yl)methyl]-2-cyclopropyl-N-(4-fluoro-2-methanesulfonylphenyl)pyrimidine-5-carboxamide